S1P(SP1=S)=S 1,3,2,4-dithiadiphosphetane-2,4-disulfide